Lysineium fluoride [F-].[NH3+][C@@H](CCCCN)C(=O)O